BrC=1C=NC=2CCN(CC2C1)CC(=O)N(C)C 2-(3-bromo-7,8-dihydro-5H-1,6-naphthyridin-6-yl)-N,N-dimethyl-acetamide